NCCC(CO)(O)C1=CC(=CC=C1)OCC1CCCCC1 4-amino-2-(3-(cyclohexylmethoxy)phenyl)butane-1,2-diol